C(CC)OCCC(F)(F)F (n-propyl)(3,3,3-trifluoro-n-propyl)ether